(S)-1-(2-(fluorosulfonyl)ethyl)pyrrolidine-2-carboxylic acid FS(=O)(=O)CCN1[C@@H](CCC1)C(=O)O